[Si](C)(C)(C(C)(C)C)OCCCOC1=C(C(=NC=C1)C(C)C)N1C(NC(C2=C1N=C(C(=C2)F)Cl)=O)=O 1-(4-(3-((tert-butyldimethylsilyl)oxy)propoxy)-2-isopropylpyridin-3-yl)-7-Chloro-6-fluoropyrido[2,3-d]Pyrimidine-2,4(1H,3H)-dione